4-(((6-(1-(tert-butoxycarbonyl)piperidin-4-yl)pyridin-2-yl)oxy)methyl)-3-(trifluoromethyl)-benzoic acid C(C)(C)(C)OC(=O)N1CCC(CC1)C1=CC=CC(=N1)OCC1=C(C=C(C(=O)O)C=C1)C(F)(F)F